Dodecylamine C(CCCCCCCCCCC)N